tert-butyl (2-((4-chloro-5-fluoro-2-(2-methoxy-7-methylquinoxalin-5-yl)benzo[d]thiazol-6-yl)oxy)ethyl)carbamate ClC1=C(C(=CC2=C1N=C(S2)C2=C1N=CC(=NC1=CC(=C2)C)OC)OCCNC(OC(C)(C)C)=O)F